CC1=NC=2N(C=C1)N=CC2C(=O)O 5-Methylpyrazolo[1,5-a]pyrimidine-3-carboxylic acid